ClC=1C=C2C(=NN1)NC[C@@]1(N2C[C@@H](C1)NC1CCN(CC1)C(=O)OC(C)(C)C)CC tert-butyl 4-(((6aR,8R)-2-chloro-6a-ethyl-5,6,6a,7,8,9-hexahydropyrrolo-[1',2':4,5]pyrazino[2,3-c]pyridazin-8-yl)amino)piperidine-1-carboxylate